4-(trifluoromethoxy)phenylthiazol-2-amine FC(OC1=CC=C(C=C1)C=1N=C(SC1)N)(F)F